4-methylene-3-(p-tolyl)oxazolidine C=C1N(COC1)C1=CC=C(C=C1)C